ClCC1=NC2=C(N1C[C@H]1OCC1)C=CC(=C2)OCC(=O)OC methyl (S)-2-((2-(chloromethyl)-1-(oxetan-2-ylmethyl)-1H-benzo[d]imidazol-5-yl)oxy)acetate